((S)-1-(4-(6-((1S,6R,7R)-7-(aminomethyl)-7-(2-fluorophenyl)-3-azabicyclo[4.1.0]heptan-3-yl)-1H-pyrazolo[3,4-b]pyrazin-3-yl)-3-chloropyridin-2-yl)pyrrolidin-3-yl)methanol NC[C@@]1([C@@H]2CCN(C[C@H]12)C1=CN=C2C(=N1)NN=C2C2=C(C(=NC=C2)N2C[C@H](CC2)CO)Cl)C2=C(C=CC=C2)F